NC1=C(C(=O)N(C)C)C=CC=C1F 2-Amino-3-fluoro-N,N-dimethylbenzamide